C1(CCC1)CNC1=NC(=NC=C1)NC=1C=NN(C1)C 4-[(cyclobutyl-methyl)amino]-2-[(1-methyl-1H-pyrazol-4-yl)amino]pyrimidin